3-bromo-7-(2-((3aS,4R,6aR)-4-(4-chloro-7H-pyrrolo[2,3-d]pyrimidin-7-yl)-2,2-dimethyl-3a,6a-dihydro-4H-cyclopenta[d][1,3]dioxol-6-yl)ethyl)-N-(4-methoxybenzyl)quinolin-2-amine BrC=1C(=NC2=CC(=CC=C2C1)CCC1=C[C@H]([C@H]2[C@@H]1OC(O2)(C)C)N2C=CC1=C2N=CN=C1Cl)NCC1=CC=C(C=C1)OC